FC(OC1=NC=CC(=C1)O)(F)F 2-(trifluoromethoxy)pyridin-4-ol